2-chloro-7-[1-(1,1-difluoroethyl)cyclobutyl]-5-fluoropyrrolo[2,1-f][1,2,4]triazine ClC1=NN2C(C=N1)=C(C=C2C2(CCC2)C(C)(F)F)F